(R)-N-methyl-N-(6-((R)-1,2,3,4-tetrahydro-1,8-naphthyridin-2-yl)hexyl)pyrrolidin-3-amine CN([C@H]1CNCC1)CCCCCC[C@H]1NC2=NC=CC=C2CC1